ClC1=C(C=C(C=C1)C1(O[C@@H]([C@H]([C@@H]([C@H]1O)O)O)CO)OC)CC=1SC(=CC1)C (3R,4S,5S,6R)-2-(4-chloro-3-((5-methylthiophen-2-yl)methyl)phenyl)-6-(hydroxymethyl)-2-methoxytetrahydro-2H-pyran-3,4,5-triol